CC1=C(C=CC=C1C1=NN=C(O1)C=1C=C(CNCCC(=O)O)C=CC1)C1=CC=CC=C1 3-((3-(5-(2-methyl-[1,1'-biphenyl]-3-yl)-1,3,4-oxadiazol-2-yl)benzyl)amino)propionic acid